1-(4-methoxyphenyl)-1-(pyridin-2-yl)ethan-1-ol COC1=CC=C(C=C1)C(C)(O)C1=NC=CC=C1